(2S)-4-(((S)-3-fluoro-2-methoxypropyl)(4-(5,6,7,8-tetrahydro-1,8-naphthyridin-2-yl)butyl)amino)-2-(isochromane-4-carboxamido)butanoic acid FC[C@H](CN(CC[C@@H](C(=O)O)NC(=O)C1COCC2=CC=CC=C12)CCCCC1=NC=2NCCCC2C=C1)OC